NCCC(=O)NC1=C(C=C(C=C1)NC=1C=2N(C=CN1)C(=CN2)C2=C(C(=C(C=C2)OC)F)F)CC 3-amino-N-[4-[[3-(2,3-difluoro-4-methoxy-phenyl)imidazo[1,2-a]pyrazin-8-yl]amino]-2-ethyl-phenyl]propionamide